fluoro-4-isopropyl-2-((cis)-3-methoxycyclohexyl)isoquinolin-1(2H)-one FC=1N(C(C2=CC=CC=C2C1C(C)C)=O)[C@@H]1C[C@@H](CCC1)OC